CN1[C@@H]2CCC1C([C@H](C2)C3=CC=C(C=C3)Cl)C4=CC(=NO4)C5=CC=CC=C5 3β-(4'-chlorophenyl)-2β-(3'-phenylisoxazol-5'-yl)tropane